C(C)(C)(C)C1=C(C(=C(CO)C(=C1)C)C)O 4-tert-butyl-3-hydroxy-2,6-dimethylbenzyl alcohol